(E)-N-(3-(2-(4,4-Difluorocyclohexyl)vinyl)-1-methyl-1H-pyrrolo[2,3-b]pyridin-5-yl)acrylamide FC1(CCC(CC1)/C=C/C1=CN(C2=NC=C(C=C21)NC(C=C)=O)C)F